4-guanidinobenzene N(C(=N)N)C1=CC=CC=C1